4-({(2S)-2-[4-{3-chloro-2-fluoro-6-[4-(trifluoromethyl)-1H-1,2,3-triazol-1-yl]phenyl}-5-methoxy-2-oxopyridin-1(2H)-yl]propanoyl}amino)-2-fluorobenzamide ClC=1C(=C(C(=CC1)N1N=NC(=C1)C(F)(F)F)C1=CC(N(C=C1OC)[C@H](C(=O)NC1=CC(=C(C(=O)N)C=C1)F)C)=O)F